NC1=NC(=NC=N1)C=1C=C(C=C(C1)Cl)[C@H]1N(CCN(C1)S(=O)(=O)C)C(C=C)=O (R)-1-(2-(3-(4-amino-1,3,5-triazin-2-yl)-5-chlorophenyl)-4-(methylsulfonyl)piperazin-1-yl)prop-2-en-1-one